6-(2,5-dicarbonyl-2,5-dihydro-1H-pyrrol-1-yl)hexanoic acid C(=O)=C1N(C(C=C1)=C=O)CCCCCC(=O)O